(1R,2R)-N-{4'-[(6-{1-[(tert-butyldimethylsilyl)oxy]propyl}-4-methylpyridin-3-yl)amino]-1'-methyl-2'-oxo-[4,5'-bipyrimidin]-6-yl}-2-fluorocyclopropane-1-carboxamide [Si](C)(C)(C(C)(C)C)OC(CC)C1=CC(=C(C=N1)NC1=NC(N(C=C1C1=NC=NC(=C1)NC(=O)[C@@H]1[C@@H](C1)F)C)=O)C